C(#C)C1=NC=C(C=C1)C1COC1 2-ethynyl-5-(oxetan-3-yl)pyridine